C[C@@H]1CN(C[C@@H](O1)C)C(=O)C1=NOC(=C1C#N)C1=C(C(=C(C(=C1)F)F)O)F ((2R,6S)-2,6-Dimethylmorpholine-4-carbonyl)-5-(2,4,5-trifluoro-3-hydroxyphenyl)isoxazole-4-carbonitrile